(R)-2-fluoro-N-(6-fluoro-8-methylisoquinolin-1-yl)-4-(1-methyl-1H-1,2,3-triazol-4-yl)-N-(piperidin-3-yl)benzamide hydrochloride salt Cl.FC1=C(C(=O)N([C@H]2CNCCC2)C2=NC=CC3=CC(=CC(=C23)C)F)C=CC(=C1)C=1N=NN(C1)C